4-(3,4-difluoro-2-methoxy-phenyl)-2,3-dimethyl-2-(trifluoromethyl)-3H-furan-5-carboxylic acid ethyl ester C(C)OC(=O)C1=C(C(C(O1)(C(F)(F)F)C)C)C1=C(C(=C(C=C1)F)F)OC